(cyclobutylamino)piperidine-1-carboxylic acid tert-butyl ester C(C)(C)(C)OC(=O)N1C(CCCC1)NC1CCC1